(S)-4-(5-methyl-4-((2-(trimethylsilyl)ethoxy)methyl)-4H-1,2,4-triazol-3-yl)-N1-(oxetan-2-ylmethyl)benzene-1,2-diamine CC=1N(C(=NN1)C=1C=C(C(=CC1)NC[C@H]1OCC1)N)COCC[Si](C)(C)C